C(C)OC(=O)C=1C(N=C(NC1C)C=1SC=CN1)C1=C(C(=CC=C1)F)C 4-(3-fluoro-2-methyl-phenyl)-6-methyl-2-thiazol-2-yl-1,4-dihydropyrimidine-5-carboxylic acid ethyl ester